COC(CC(C(=O)C1=C(C(=C(C(=C1)Cl)OC)C)F)C)=O 4-(5-chloro-2-fluoro-4-methoxy-3-methylphenyl)-3-methyl-4-oxobutanoic acid methyl ester